COC=1C=C2C(=NN=C(C2=CC1OC)N[C@H](C)C1=C(C(=CC=C1)C(F)(F)F)C)C (R)-6,7-dimethoxy-4-methyl-N-(1-(2-methyl-3-(trifluoromethyl)phenyl)ethyl)phthalazin-1-amine